N-methyl-1-(5'H,7'H-spiro[cyclopropane-1,8'-[1,3]dioxazolo[4,5-g]isochromen]-5'-yl)methylamine CNCC1OCC2(C=3C=C4C(=CC13)ONO4)CC2